FC1=C(C(=CC=C1)F)C1=NC2=CC=NN2C=2C=C(N=CC2N1)N1CCOCC1 4-[8-(2,6-difluorophenyl)-2,3,7,9,12-pentazatricyclo[8.4.0.02,6]tetradeca-1(10),3,5,7,11,13-hexaen-13-yl]morpholine